O1[C@@H]([C@@H](O)C(=O)C=2C(O)=CC(O)=CC12)C1=CC(O)=C(O)C=C1 |r| racemic-dihydroquercetin